(S)-2-((6-(3-((1-Acryloylazetidin-3-yl)oxy)propyl)-1-methyl-2-oxo-1,2,3,4,5,6-hexahydrobenzo[b][1,4]diazocin-3-yl)amino)-6-methyl-4-(trifluoromethyl)nicotinonitrile C(C=C)(=O)N1CC(C1)OCCCN1C2=C(N(C([C@H](CC1)NC1=C(C#N)C(=CC(=N1)C)C(F)(F)F)=O)C)C=CC=C2